7-amino-2,3,4,5-tetrahydro-3-(trideuteromethoxy)benzo[b][1,4]oxazepine NC1=CC2=C(OCC(CN2)OC([2H])([2H])[2H])C=C1